2-(2-amino-6-(5-(trifluoromethyl)-1H-pyrazol-1-yl)-9H-purin-9-yl)-N-(1-ethyl-3-methyl-1H-pyrazol-5-yl)acetamide NC1=NC(=C2N=CN(C2=N1)CC(=O)NC1=CC(=NN1CC)C)N1N=CC=C1C(F)(F)F